N1C=NC2=C1C=CC(=C2)N2C(NCC2C2=CC(=C(C=C2)O)O)=O 1-(1H-benzo[d]imidazol-5-yl)-5-(3,4-dihydroxyphenyl)imidazolidin-2-one